N[C@@H]1C[C@@H](CCC1)CN1C(C2=CC(=C(C=C2C=C1)Br)F)=O 2-[[(1R,3S)-3-aminocyclohexyl]methyl]-6-bromo-7-fluoro-isoquinolin-1-one